FC1(CCN(CC1)C1=NC=C(C(=N1)C=1C=NN(C1)C1=C(C=C(N)C=C1)N1CCC2(CC2)CC1)F)F 4-(4-(2-(4,4-difluoropiperidin-1-yl)-5-fluoropyrimidin-4-yl)-1H-pyrazol-1-yl)-3-(6-azaspiro[2.5]octan-6-yl)aniline